[dimethylbis(cyclopentadienyl)silyl]Zirconium(IV) dichloride [Cl-].[Cl-].CC=1C(C=CC1)([SiH](C1C=CC=C1)[Zr+3])C